C(C)(C)(C)OC(=O)NCCN(C(CC[C@@H](C(=O)NCCCCCC(=O)OCC1=CC=CC=C1)NC(=O)OC(C)(C)C)=O)CCNC(=O)OC(C)(C)C Benzyl 6-[[(2S)-5-[bis[2-(tert-butoxycarbonylamino)ethyl]amino]-2-(tert-butoxycarbonylamino)-5-oxo-pentanoyl]amino]hexanoate